C1(=CC=C(C=C1)C(=O)OCC(CCCC)CC)C(=O)OCC(CCCC)CC di(2-ethylhexyl) 1,4-benzeneDicarboxylate